6-(2-cyclopropylacetamido)-4-{[3-methoxy-4-(5-methyl-1,2,4-oxadiazol-3-yl)pyridin-2-yl]amino}-N-(2H3)methylpyridine-3-carboxamide C1(CC1)CC(=O)NC1=CC(=C(C=N1)C(=O)NC([2H])([2H])[2H])NC1=NC=CC(=C1OC)C1=NOC(=N1)C